1-(bicyclo[1.1.1]pentan-1-yl)-4-((3-fluoro-5-(2H-1,2,3-triazol-2-yl)pyridin-2-yl)methyl)piperazine-2,3-dione C12(CC(C1)C2)N2C(C(N(CC2)CC2=NC=C(C=C2F)N2N=CC=N2)=O)=O